bis-propyltrimethoxysilane C(CC)C(O[SiH](OC)OC)CCC